iron-chromium-boron-silicon [Si].[B].[Cr].[Fe]